N1N=CC2=C(C=CC=C12)C=1N=CN(C1)CC=1N=C2N(C=C(C=C2)C)C1 2-[[4-(1H-indazol-4-yl)imidazol-1-yl]methyl]-6-methyl-imidazo[1,2-a]pyridine